C(C)(=O)NC(=O)[C@@H](O)[C@@H](O)[C@H](O)[C@H](O)CO acetamidomannose